(Z)-N-(3-(2-chloro-9H-thioxanthen-9-ylidene)propyl)-N,N,3-trimethylbutan-1-aminium bromide [Br-].ClC1=CC=2\C(\C3=CC=CC=C3SC2C=C1)=C/CC[N+](CCC(C)C)(C)C